C(C)(C)(C)C1(NC(NC1=O)=O)C1=CC=C(C(=O)O)C=C1 4-(4-tert-butyl-2,5-dioxo-imidazolidin-4-yl)benzoic acid